BrC=1C=CC=2C(N(C3=CC=CC1C23)C(C(=O)OC)CCC(=O)OC)=S dimethyl 2-(5-bromo-2-thioxobenzo[cd]indol-1(2H)-yl)pentanedioate